N-[3-Fluoro-4-[(7-methoxy-1,5-naphthyridin-4-yl)oxy]phenyl]-5-(4-fluoro-2-methylphenyl)-4-hydroxy-6-methylpyridazine-3-carboxamide FC=1C=C(C=CC1OC1=CC=NC2=CC(=CN=C12)OC)NC(=O)C=1N=NC(=C(C1O)C1=C(C=C(C=C1)F)C)C